6-chloro-7-methyl-4-oxo-4H-chromene-3-carbonitrile ClC=1C=C2C(C(=COC2=CC1C)C#N)=O